4-(7-(3-(2,2,2-trifluoroethyl)ureido)-1H-indol-3-yl)pyridin FC(CNC(NC=1C=CC=C2C(=CNC12)C1=CC=NC=C1)=O)(F)F